COC1OCCC1C=1C(=NC=CC1C)C1=CC2=C(C=N1)C=CN2 6-(3-(methoxytetrahydrofuran-3-yl)-4-methylpyridin-2-yl)-1H-pyrrolo[3,2-c]Pyridine